C(CCCCCCCCC)OC=1C=C(C=C(C1)CCCCCCCCCCCCCCC)C#CCN1CCN(CC1)CCO 2-(4-(3-(3-(decyloxy)-5-pentadecylphenyl)prop-2-yn-1-yl)piperazin-1-yl)ethanol